N1C(CC2=CC(=CC=C12)B1OC(C)(C)C(C)(C)O1)=O indoline-2-one-5-boronic acid pinacol ester